4-(2-cyanophenyl)sulfanyl-6-[1-[(3R)-1-[(2S)-2-hydroxypropyl]pyrrolidin-3-yl]pyrazol-4-yl]pyrazolo[1,5-a]pyridine-3-carbonitrile C(#N)C1=C(C=CC=C1)SC=1C=2N(C=C(C1)C=1C=NN(C1)[C@H]1CN(CC1)C[C@H](C)O)N=CC2C#N